FC(C=1N=CC(=NC1)N1CCN(CC1)C(=O)C1CN(C1)C(=O)OC(C)(C)C)(F)F tert-butyl 3-(4-(5-(trifluoromethyl)pyrazin-2-yl)piperazine-1-carbonyl)azetidine-1-carboxylate